ClC=1C=C2C(=NN1)NC[C@]1(N2C[C@@H](C1)O)C (6aS,8R)-2-chloro-6a-methyl-5,6,6a,7,8,9-hexahydropyrrolo[1',2':4,5]pyrazino[2,3-c]pyridazin-8-ol